[N+](=O)([O-])OCCCCCCCCO[N+](=O)[O-] 1,8-octanediol dinitrate